OC1=CC(=C(CO)C=C1C)C 4-hydroxy-2,5-dimethylbenzyl alcohol